2-(2-aminopyridin-4-yl)-4-ethylthiazole-5-carboxylic acid NC1=NC=CC(=C1)C=1SC(=C(N1)CC)C(=O)O